C(#N)C1=C(COC2(COC2)C2=CC(=C(C=C2F)N=CN(C)CC)C)C=CC=C1 N'-(4-(3-((2-cyanobenzyl)oxy)oxetan-3-yl)-5-fluoro-2-methylphenyl)-N-ethyl-N-methylformimidamide